C1(=CC=CC=C1)C1=NC(=NC(=N1)C1=CC=CC=C1)C1=C(C=CC=C1)C1=C(C(=NC(=C1C1=CC=C(C=C1)N1C2=CC=C(C=C2C=2C=C(C=CC12)C)C)C1=CC=CC=C1)C1=CC=C(C=C1)N1C2=CC=C(C=C2C=2C=C(C=CC12)C)C)C1=CC=CC=C1 9,9'-((4-(2-(4,6-diphenyl-1,3,5-triazin-2-yl)phenyl)-3,6-diphenylpyridine-2,5-diyl)bis(4,1-phenylene))bis(3,6-dimethyl-9H-carbazole)